N,N-Dimethyl-4-((2-(naphthalen-2-yl)imidazo[1,2-a]pyridin-3-yl)methyl)aniline CN(C1=CC=C(C=C1)CC1=C(N=C2N1C=CC=C2)C2=CC1=CC=CC=C1C=C2)C